OC=1C=C(CNC(C2=C(C=CC(=C2)[N+](=O)[O-])N(C)C)=O)C=CC1OC N-(3-hydroxy-4-methoxybenzyl)-2-dimethylamino-5-nitrobenzamide